FC(S(=O)(=O)O[Si](C)(C)C)(F)F TMS trifluoromethanesulphonate